1-decylether C(CCCCCCCCC)OCCCCCCCCCC